(±)-1-fluoro-N-(3,4,5-trichlorophenyl)-6,7,8,9-tetrahydro-5H-5,8-epiminocyclohepta[c]-pyridine-10-carboxamide FC1=NC=CC2=C1CC1CCC2N1C(=O)NC1=CC(=C(C(=C1)Cl)Cl)Cl